BrC=1C=C(CNC(=O)C2=NC3=C(N2)C=CC(=C3)F)C=CC1 N-(3-bromobenzyl)-5-fluoro-1H-benzo[d]imidazole-2-carboxamide